2-hydroxy-3-(4-benzoylphenoxy)-N,N,N-trimethyl-1-propanaminium chloride [Cl-].OC(C[N+](C)(C)C)COC1=CC=C(C=C1)C(C1=CC=CC=C1)=O